COC=1C(=NC=C(C(=O)O)C1)C1=C(C=CC=C1)OC 5-methoxy-6-(2-methoxyphenyl)nicotinic acid